3-{2-Chloro-3-[(4S)-2-imino-4-methyl-6-oxo-1-(tetrahydropyran-4-yl)hexahydropyrimidin-4-yl]anilino}-6-methylpyridine-2-carbonitrile ClC1=C(NC=2C(=NC(=CC2)C)C#N)C=CC=C1[C@]1(NC(N(C(C1)=O)C1CCOCC1)=N)C